ClC=1C=C2CCN(CC2=CC1)C(=O)C1=NC(=NC=C1)COC 6-chloro-2-[2-(methoxymethyl)pyrimidine-4-carbonyl]-1,2,3,4-tetrahydroisoquinoline